((1-chloroethoxy)carbonyl)oxy-N,N-dimethylethylammonium hydrochloride Cl.ClC(C)OC(=O)O[N+](C)(C)CC